C(C)N(CCOCCN(CCO)CC)CC N-[2-{2-(diethylamino)ethoxy}ethyl]N-ethylethanolamine